(3S,4R)-4-(3,4-dichloro-5-methyl-1H-pyrrole-2-carboxamido)-3-methoxypiperidine-1-carboxylic acid tert-butyl ester C(C)(C)(C)OC(=O)N1C[C@@H]([C@@H](CC1)NC(=O)C=1NC(=C(C1Cl)Cl)C)OC